C1CCN(C1)CN=[N+]=[N-] azidomethylpyrrolidine